2-(6-fluoro-1H-indol-4-yl)-7-(fluoromethoxy)-4-(4-fluoropiperidine-1-carbonyl)-1,2-dihydroisoquinolin-1-one FC1=CC(=C2C=CNC2=C1)N1C(C2=CC(=CC=C2C(=C1)C(=O)N1CCC(CC1)F)OCF)=O